C(C)(C)(C)C1=C(C=CC(=C1)C(C)(C)C)C(C)C 2,4-di-t-butylcumene